2-[4-[3-Tetrahydropyran-3-ylisoxazolidine-2-carbonyl]-1-piperidyl]pyrimidine-4-carboxamide O1CC(CCC1)C1N(OCC1)C(=O)C1CCN(CC1)C1=NC=CC(=N1)C(=O)N